CN1[C@H](CCC[C@H]1C1=NC=CC=C1C)C1=NC=CC=C1CCC#N |r| (+/-)-3-(2-((2R,6S)-1-methyl-6-(3-methylpyridin-2-yl)piperidin-2-yl)pyridin-3-yl)propionitrile